O=S1(CC(C=C1)N(C(CC1=C(C=C(C=C1)N1C(=CC=C1)C)F)=O)CC1=CC=C(C(=O)O)C=C1)=O 4-((N-(1,1-dioxido-2,3-dihydrothiophen-3-yl)-2-(2-fluoro-4-(2-methyl-1H-pyrrol-1-yl)phenyl)acetamido)methyl)benzoic acid